C(C)C(C)(C)S(=O)(=O)[O-] 2-ethyl-2-propanesulfonate